N-(4-(1-(1-acetylpiperidin-4-yl)-5-aminoimidazo[1,5-c]pyrimidin-3-yl)benzyl)-5-fluoro-2-methoxybenzamide C(C)(=O)N1CCC(CC1)C=1N=C(N2C(=NC=CC21)N)C2=CC=C(CNC(C1=C(C=CC(=C1)F)OC)=O)C=C2